4-[(3-Aminoazetidin-1-yl)methyl]-1-[4-[4-[6-chloro-4-(trifluoromethyl)-2-pyridyl]piperazin-1-yl]sulfonylphenyl]pyrrolidin-2-one NC1CN(C1)CC1CC(N(C1)C1=CC=C(C=C1)S(=O)(=O)N1CCN(CC1)C1=NC(=CC(=C1)C(F)(F)F)Cl)=O